CC(C(=O)C(=O)C(C(CC)C)=O)CC 2-methyl-butyryl ketone